BrCC1=C(C=CC(=C1)[N+](=O)[O-])Cl 2-(bromomethyl)-1-chloro-4-nitrobenzene